N-(4-Amino-1H-pyrazolo[4,3-c]pyridin-7-yl)-2-oxo-2-[rac-(2S)-2-[3-(dimethylamino)phenyl]-1-piperidyl]acetamide NC1=NC=C(C2=C1C=NN2)NC(C(N2[C@@H](CCCC2)C2=CC(=CC=C2)N(C)C)=O)=O |r|